FC(F)C1=NC=CC=N1 Difluoromethylpyrimidine